[(2S,3R,4R,5S,6S)-3,4,5-trimethoxy-6-methyl-tetrahydropyran-2-yl] N-[4-[1-[4-(trifluorometh-oxy)phenyl]-1,2,4-triazol-3-yl]phenyl]carbamate FC(OC1=CC=C(C=C1)N1N=C(N=C1)C1=CC=C(C=C1)NC(O[C@@H]1O[C@H]([C@@H]([C@H]([C@H]1OC)OC)OC)C)=O)(F)F